ClC1=C(C=2N=C(NC(C2C(=N1)O[C@@H](CC)[C@@H]1[C@@H]2CC[C@H](CN1)N2C(=O)OC(C)(C)C)=O)SC)F tert-butyl (1S,2S,5R)-2-((S)-1-((7-chloro-8-fluoro-2-(methylthio)-4-oxo-3,4-dihydropyrido[4,3-d]pyrimidin-5-yl)oxy) propyl)-3,8-diazabicyclo[3.2.1]octane-8-carboxylate